5-(2-amino-4-(3-amino-1H-indazol-5-yl)pyridin-3-yl)pentan-1-ol NC1=NC=CC(=C1CCCCCO)C=1C=C2C(=NNC2=CC1)N